3-(6-(2-(2-fluoro-5-(trifluoromethoxy)benzyl)-2H-tetrazol-5-yl)pyridin-2-yl)-1-hydroxybutane-2-sulfonamide FC1=C(CN2N=C(N=N2)C2=CC=CC(=N2)C(C(CO)S(=O)(=O)N)C)C=C(C=C1)OC(F)(F)F